ClC1=CC=C(C=C1)N(C(=O)N)C1=CC(=C(C=C1)Cl)Cl N-(4-chlorophenyl)-N-(3,4-dichlorophenyl)urea